N-(2-(5-Cyano-2-(trifluoromethyl)phenyl)-1H-pyrrolo[2,3-b]pyridin-6-yl)-2-(3-hydroxy-3-methylazetidin-1-yl)-2-oxoacetamide C(#N)C=1C=CC(=C(C1)C1=CC=2C(=NC(=CC2)NC(C(=O)N2CC(C2)(C)O)=O)N1)C(F)(F)F